N-(2-chloro-3-(3'-chloro-6-methoxy-5-((((5-oxopyrrolidin-2-yl)methyl)amino)methyl)-[2,4'-bipyridin]-2'-yl)phenyl)-4-methoxy-5-(((2-methoxyethyl)amino)methyl)picolinamide ClC1=C(C=CC=C1C1=NC=CC(=C1Cl)C1=NC(=C(C=C1)CNCC1NC(CC1)=O)OC)NC(C1=NC=C(C(=C1)OC)CNCCOC)=O